5-(5-chloro-2-(3-(diethylamino)-4,5-dimethylphenylamino)pyrimidin-4-ylamino)benzo[d]oxazol-2(3H)-one formate salt C(=O)O.ClC=1C(=NC(=NC1)NC1=CC(=C(C(=C1)C)C)N(CC)CC)NC=1C=CC2=C(NC(O2)=O)C1